C(C)(C)(C)OC(=O)N1C(CCC(=CC1)B1OC(C(O1)(C)C)(C)C)C tert-butyl-2-methyl-5-(4,4,5,5-tetramethyl-1,3,2-dioxaborolan-2-yl)-2,3,4,7-tetrahydroazepine-1-carboxylate